[Si](C1=CC=CC=C1)(C1=CC=CC=C1)(C(C)(C)C)OCC1CC2(C(N(C3=CN=C(C=C32)NC3=NC2=C(C=CC=C2C=C3)C(F)(F)F)C([2H])([2H])[2H])=O)C1 (1r,3r)-3-(((tert-butyldiphenylsilyl)oxy)methyl)-1'-(methyl-d3)-5'-((8-(trifluoromethyl)quinolin-2-yl)amino)spiro[cyclobutane-1,3'-pyrrolo[2,3-c]pyridin]-2'(1'H)-one